6-((3-bromo-1-methyl-1H-pyrazol-4-yl)methyl)-2,2-dimethyl-2,3-dihydropyrazolo[5,1-b]oxazole BrC1=NN(C=C1CC1=NN2C(OC(C2)(C)C)=C1)C